ClC1=NC=C(C(=C1)C1=C(C=NC(=C1)C)C(=O)NC=1SC2=C(N1)CN(C2)C(=O)C2=NC=CC(=N2)C(F)F)OC 2'-chloro-N-(5-(4-(difluoromethyl)pyrimidine-2-carbonyl)-5,6-dihydro-4H-pyrrolo[3,4-d]thiazol-2-yl)-5'-methoxy-6-methyl-[4,4'-bipyridine]-3-carboxamide